[2,3-dimethoxy-5-(4,4,5,5-tetramethyl-1,3,2-dioxaborolan-2-yl)phenyl]methanol COC1=C(C=C(C=C1OC)B1OC(C(O1)(C)C)(C)C)CO